BrC=1C=C(C=CC1C(=O)OC)[C@H]1N(C[C@H]2N(C1)CCC2)CC2=C1C=CN(C1=C(C=C2OC)C)C(=O)OC(C)(C)C tert-Butyl 4-(((3R,8aS)-3-(3-bromo-4-(methoxycarbonyl)phenyl)-hexahydro-1H-pyrrolo(1,2-a)pyrazin-2-yl)methyl)-5-methoxy-7-methylindole-1-carboxylate